C(CCC)C=1CC=C(C1)C1(CCC1)C1C=2C=CC3=C(C2C=2C4=C(C=CC12)C=CC=C4)C=CC=C3 7-(1-(4-butylcyclopentane-1,4-dien-1-yl)cyclobutyl)-7H-dibenzo[c,g]fluorene